BrC1=CC=C2C=CN(C2=C1)C(C)CCC 6-bromo-1-(pentan-2-yl)-1H-indole